(4-(4-((4-([1,2,4]triazolo[1,5-a]pyridin-7-yloxy)-2-fluoro-3-methylphenyl)amino)pyrido[3,2-d]pyrimidin-6-yl)-2-(difluoromethyl)piperazin-1-yl)but-2-yn-1-one N=1C=NN2C1C=C(C=C2)OC2=C(C(=C(C=C2)NC=2C1=C(N=CN2)C=CC(=N1)N1CC(N(CC1)C(C#CC)=O)C(F)F)F)C